isopropyl (R)-2-(3-(1-((tert-butylsulfinyl)imino)ethyl)-2-fluorophenyl)-2,2-difluoroacetate C(C)(C)(C)[S@@](=O)N=C(C)C=1C(=C(C=CC1)C(C(=O)OC(C)C)(F)F)F